N-(3-cyanobicyclo[1.1.1]pentan-1-yl)-4-fluorobenzamide C(#N)C12CC(C1)(C2)NC(C2=CC=C(C=C2)F)=O